C[Si](CCOCN1N=CC(=C1)CCO)(C)C 2-(1-((2-(trimethylsilyl)ethoxy)methyl)-1H-pyrazol-4-yl)ethan-1-ol